FC1=CC=C2C=C(C=C(C2=C1F)C1=C(C=2N=C(N=C(C2C=N1)N1CC2CCC(C1)N2C(=O)OC(C)(C)C)OCC(OC)OC)F)OCOC tert-butyl 3-[7-[7,8-difluoro-3-(methoxymethoxy)-1-naphthyl]-2-(2,2-dimethoxyethoxy)-8-fluoro-pyrido[4,3-d]pyrimidin-4-yl]-3,8-diazabicyclo[3.2.1]octane-8-carboxylate